tert-butyl [(2R,4RS)-4-aminohept-5-yn-2-yl]carbamate N[C@H](C[C@@H](C)NC(OC(C)(C)C)=O)C#CC |&1:1|